hexahydro-1-(5-isoquinolinyl-sulfonyl)-1H-1,4-diazepine C1=NC=CC2=C(C=CC=C12)S(=O)(=O)N1CCNCCC1